bis(diethoxychlorosilyl)propane C(C)O[Si](Cl)(OCC)C(C)(C)[Si](OCC)(OCC)Cl